N-(5-Chloro-6-(2H-1,2,3-triazol-2-yl)pyridin-3-yl)-1-(1-(hydroxymethyl)-isochinolin-4-yl)-5-(trifluoromethyl)-1H-pyrazol-4-carboxamid ClC=1C=C(C=NC1N1N=CC=N1)NC(=O)C=1C=NN(C1C(F)(F)F)C1=CN=C(C2=CC=CC=C12)CO